2-[3-[tert-butyl(dimethyl)silyl]oxy-3-methyl-butyl]-6-methoxy-pyrazolo[1,5-a]pyridin-5-amine [Si](C)(C)(C(C)(C)C)OC(CCC1=NN2C(C=C(C(=C2)OC)N)=C1)(C)C